3,3',5,5'-tetramethyl-benzidine hydrochloride Cl.CC=1C=C(C=C(C1N)C)C1=CC(=C(N)C(=C1)C)C